N4-cyclopentyl-N2-(2-methoxy-4-(methylsulfonyl)phenyl)-7H-pyrrolo[2,3-d]pyrimidine-2,4-diamine C1(CCCC1)NC=1C2=C(N=C(N1)NC1=C(C=C(C=C1)S(=O)(=O)C)OC)NC=C2